(2R,4R)-N2-(5-((+)-1-acetamido-3-cyclopropyl-1-(pyridin-4-yl)propyl)-2-fluorophenyl)-N1-(5-chloropyridin-2-yl)-4-ethoxypyrrolidine-1,2-dicarboxamide C(C)(=O)NC(CCC1CC1)(C1=CC=NC=C1)C=1C=CC(=C(C1)NC(=O)[C@@H]1N(C[C@@H](C1)OCC)C(=O)NC1=NC=C(C=C1)Cl)F